N-(5-(5-(difluoromethyl)-1,3,4-oxadiazol-2-yl)pyrimidin-2-yl)-4-(pyridin-4-yl)-1H-benzo[d]imidazol-6-amine FC(C1=NN=C(O1)C=1C=NC(=NC1)NC=1C=C(C2=C(NC=N2)C1)C1=CC=NC=C1)F